ClC1=CC=C(C=C1)C1=CC=CC(=N1)C(=O)N/N=C/C=1SC=CC1 (E)-6-(4-chlorophenyl)-N'-(thiophen-2-ylmethylene)picolinohydrazide